ClC=1SC2=C(N1)SC(=C2)C(=O)O 2-Chlorothieno[2,3-d]thiazole-5-carboxylic acid